2-(4-(3-methoxy-4-((4-((2'-methyl-3'-oxospiro[cyclopropane-1,1'-isoindolin]-4'-yl)oxy)-5-(trifluoromethyl)pyrimidin-2-yl)amino)phenyl)piperazin-1-yl)-N,N-dimethylacetamide COC=1C=C(C=CC1NC1=NC=C(C(=N1)OC1=C2C(N(C3(C2=CC=C1)CC3)C)=O)C(F)(F)F)N3CCN(CC3)CC(=O)N(C)C